(2R,5S)-5-(aminomethyl)-2-(2-bromophenyl)-1,4-thiazepan-3-one NC[C@H]1NC([C@H](SCC1)C1=C(C=CC=C1)Br)=O